CC1=CC=C(C=C1)S(=O)(=O)O.N1=CN=C(C2=C1NC=C2)N[C@@H]2CC[C@@H](N(C2)C(C=C)=O)C 1-((2S,5R)-5-((7H-Pyrrolo[2,3-d]pyrimidin-4-yl)amino)-2-methylpiperidin-1-yl)prop-2-en-1-one p-toluene-sulfonic acid salt